C(C)NC1=CC=C(C=C1)C(C1=CC=CC=C1)=O p-(ethylamino)benzophenone